terbium 2-methylbutyrate CC(C(=O)[O-])CC.[Tb+3].CC(C(=O)[O-])CC.CC(C(=O)[O-])CC